CCCCCCCCCCC[C@@H](CC(=O)[O-])O The molecule is a (3S)-3-hydroxy fatty acid anion resulting from the deprotonation of the carboxy group of (3S)-3-hydroxytetradecanoic acid. The major species at pH 7.3. It is a conjugate base of a (S)-3-hydroxytetradecanoic acid. It is an enantiomer of a (R)-3-hydroxytetradecanoate.